BrC=1C2=C(SC1C(F)(F)P(OCC)(OCC)=O)C=C(C=C2)Br diethyl ((3,6-dibromobenzo[b]thiophen-2-yl)difluoromethyl)phosphonate